(2E)-1-[2-(2-methoxyethoxy)-4-phenylquinolin-3-yl]-3-(pyrimidin-5-yl)prop-2-en-1-one COCCOC1=NC2=CC=CC=C2C(=C1C(\C=C\C=1C=NC=NC1)=O)C1=CC=CC=C1